COC[C@H](C)NC=1N=CC2=C(N1)NC=C2C=2C=CC=1N(N2)C=C(N1)C (S)-N-(1-methoxypropan-2-yl)-5-(2-methylimidazo[1,2-b]pyridazin-6-yl)-7H-pyrrolo[2,3-d]pyrimidin-2-amine